N-(5-quinolyl)-[2,4'-bithiazole]-2'-amine N1=CC=CC2=C(C=CC=C12)NC=1SC=C(N1)C=1SC=CN1